Ethyl (E)-6-hydroxy-5-phenylhex-2-enoate OCC(C/C=C/C(=O)OCC)C1=CC=CC=C1